FCC(C(CC(=O)O)NC(C(CC)N1C(C2=CC(=CC=C2C1)C=1CCN(CC1)S(=O)(=O)C)=O)=O)=O 5-fluoro-3-(2-(6-(1-(methylsulfonyl)-1,2,3,6-tetrahydropyridin-4-yl)-1-oxoisoindolin-2-yl)butanamido)-4-oxopentanoic acid